3-(5-(4-(3',3'-Difluoro-[1,4'-bipiperidin]-4-yl)piperazin-1-yl)-3-methyl-2-oxo-2,3-dihydro-1H-benzo[d]imidazol-1-yl)piperidine-2,6-dione FC1(CNCCC1N1CCC(CC1)N1CCN(CC1)C1=CC2=C(N(C(N2C)=O)C2C(NC(CC2)=O)=O)C=C1)F